BrC1=CC=C(C(=O)NCC(=O)N2CC3(OCCO3)C[C@H]2C(=O)NCC=2SC=C(C2)C#N)C=C1 (S)-7-[2-[(4-bromobenzoyl)amino]acetyl]-N-[(4-cyano-2-thienyl)methyl]-1,4-dioxa-7-azaspiro[4.4]nonane-8-carboxamide